(E)-3-[4-(Difluoromethoxy)-3-methoxyphenyl]-1-(4-hydroxyphenyl)prop-2-en-1-one FC(OC1=C(C=C(C=C1)/C=C/C(=O)C1=CC=C(C=C1)O)OC)F